C(C)(C)(C)OC(NCCCCOCCNC1=C2C=NN(C2=CC(=C1)C=1C(=NN(C1)C1OCCCC1)OC)C1OCCCC1)=O tert-butyl(4-(2-((6-(3-methoxy-1-(tetrahydro-2H-pyran-2-yl)-1H-pyrazol-4-yl)-1-(tetrahydro-2H-pyran-2-yl)-1H-indazol-4-yl)amino)ethoxy)butyl)carbamate